Heptamethylbenzene carbenium [CH3+].CC1C(C(C(C=C1)(C)C)(C)C)(C)C